6-((6-cyclopropylpyridazin-3-yl)amino)-4-((3-(5-fluoropyrimidin-2-yl)-2-methoxyphenyl)amino)-N-(methyl-d3)pyridazine-3-carboxamide C1(CC1)C1=CC=C(N=N1)NC1=CC(=C(N=N1)C(=O)NC([2H])([2H])[2H])NC1=C(C(=CC=C1)C1=NC=C(C=N1)F)OC